Cl.N=1OC=C2CNCCC21 4,5,6,7-tetrahydroisoxazolo[4,3-c]Pyridine hydrochloride